Cl.N[C@@H](C(=O)N1[C@@H](C[C@H](C1)O)C(=O)N[C@@H](C)C1=CC=C(C=C1)C1=C(N=CS1)C)C(C)(C)C (2S,4R)-1-((R)-2-amino-3,3-dimethylbutanoyl)-4-hydroxy-N-((S)-1-(4-(4-methylthiazol-5-yl)phenyl)ethyl)pyrrolidine-2-carboxamide hydrochloride